[3-[[4-[(2R)-2-(tert-butoxycarbonylamino)-4-methyl-pentoxy]-6-(2,6-dimethylphenyl)pyrimidin-2-yl]sulfamoyl]phenyl]methyl methanesulfonate CS(=O)(=O)OCC1=CC(=CC=C1)S(NC1=NC(=CC(=N1)OC[C@@H](CC(C)C)NC(=O)OC(C)(C)C)C1=C(C=CC=C1C)C)(=O)=O